ClC=1C=C(C=CC1OC(F)(F)F)[C@@H](NC(=O)N1[C@@H](C(NCC1)=O)C)C1CC(C1)C(F)(F)F (2R)-N-((S)-(3-chloro-4-(trifluoromethoxy)phenyl)(3-(trifluoromethyl)cyclobutyl)-methyl)-2-methyl-3-oxopiperazine-1-carboxamide